4-bromo-1H-indol-5-amine BrC1=C2C=CNC2=CC=C1N